C(C1=CC=CC=C1)OC=1C=C2C=C(NC2=CC1)CN 5-(benzyloxy)-1H-indol-2-ylmethanamine